C1(CC1)N1[C@H](CN(CC1)C1=NC(=NC=C1)C1=CN=C2N1C=C(C=C2)C(F)(F)F)C(=O)N (R)-1-cyclopropyl-4-(2-(6-(trifluoromethyl)imidazo[1,2-a]pyridin-3-yl)pyrimidin-4-yl)piperazine-2-carboxamide